F[P-](F)(F)(F)(F)F.C(C)(C)(C)C=1C=C(CN2CN(C=C2)CCCCCC)C=C(C1O)C(C)(C)C 1-(3,5-di-t-butyl-4-hydroxybenzyl)-3-hexylimidazole hexafluorophosphate